5'H-spiro[cyclohexane-1,7'-furo[3,4-b]pyridine]-4-carboxamide N1=C2C(=CC=C1)COC21CCC(CC1)C(=O)N